(E)-3-[4-(2-Hydroxy-3-piperidin-1-ylpropoxy)phenyl]-1-phenylprop-2-en-1-one OC(COC1=CC=C(C=C1)/C=C/C(=O)C1=CC=CC=C1)CN1CCCCC1